2-[[4-[4-methyl-1-piperazinyl]-6-[N-methyl-N-[(3,4,5-trimethoxyphenyl)methyl]amino]-2-pyrimidinyl]amino]-4-trifluoromethyl-5-thiazolecarboxylic acid ethyl ester C(C)OC(=O)C1=C(N=C(S1)NC1=NC(=CC(=N1)N1CCN(CC1)C)N(CC1=CC(=C(C(=C1)OC)OC)OC)C)C(F)(F)F